NC=1N=C(C(=NC1)SC=1N=CC(=NC1)N1CCC2([C@@H](C=3N(N=CC3)C2)N)CC1)Cl (S)-1-(5-((5-amino-3-chloropyrazin-2-yl)thio)pyrazin-2-yl)-4'H,6'H-spiro[piperidine-4,5'-pyrrolo[1,2-b]pyrazol]-4'-amine